tert-Butyl 4-((R or S)-7-((1R,2S)-1-cyclopropyl-3-methoxy-2-methyl-3-oxopropyl)-1,2,3,4-tetrahydroquinolin-2-yl)piperidine-1-carboxylate C1(CC1)[C@H]([C@@H](C(=O)OC)C)C1=CC=C2CC[C@@H](NC2=C1)C1CCN(CC1)C(=O)OC(C)(C)C |o1:16|